Trimethylsilyl-2-chloro-2,3,3,3-tetrafluoropropionate C[Si](C)(C)OC(C(C(F)(F)F)(F)Cl)=O